C1=CC=CC=2C3=CC=CC=C3N(C12)C1=C(C#N)C=CC(=C1)C=1C=C2C(C=3C=C(C=CC3N3C2=C(C1)C(C=1C=C(C=CC13)C(C)(C)C)=O)C(C)(C)C)=O 2-(9H-carbazol-9-yl)-4-(3,11-di-tert-butyl-5,9-dioxo-5,9-dihydroquinolino[3,2,1-de]acridin-7-yl)benzonitrile